4-(3-Chloro-2-(1-ethyl-3-(trifluoromethyl)-1H-pyrazol-4-yl)phenyl)thieno(2,3-c)pyridine-2-carbonitrile ClC=1C(=C(C=CC1)C1=C2C(=CN=C1)SC(=C2)C#N)C=2C(=NN(C2)CC)C(F)(F)F